2-(2,3,4,6-tetrakis(3-phenyl-9H-carbazol-9-yl)-5-(pyridin-4-yl)phenyl)benzo[d]thiazole C1(=CC=CC=C1)C=1C=CC=2N(C3=CC=CC=C3C2C1)C1=C(C(=C(C(=C1N1C2=CC=CC=C2C=2C=C(C=CC12)C1=CC=CC=C1)N1C2=CC=CC=C2C=2C=C(C=CC12)C1=CC=CC=C1)C1=CC=NC=C1)N1C2=CC=CC=C2C=2C=C(C=CC12)C1=CC=CC=C1)C=1SC2=C(N1)C=CC=C2